2-pyridinethiol-1-oxide [N+]=1(C(=CC=CC1)S)[O-]